BrC=1C=C(C=C(C1)/C=N/C(C(C)C)O)O (E)-3-bromo-5-((1-hydroxy-2-methylpropyl-imino)meth-yl)phenol